(S)-2-(1-aminoethyl)-5-chloro-6-fluoro-3-phenylquinazolin-4(3H)-one N[C@@H](C)C1=NC2=CC=C(C(=C2C(N1C1=CC=CC=C1)=O)Cl)F